(+)-8-((1S,2S)-2-hydroxy-2-methylcyclopentyl)-6-(methyl-d3)-2-((1-(methylsulfonyl)piperidin-4-yl-4-d)-amino)pyrido[2,3-d]pyrimidin-7(8H)-one O[C@@]1([C@H](CCC1)N1C(C(=CC2=C1N=C(N=C2)NC2(CCN(CC2)S(=O)(=O)C)[2H])C([2H])([2H])[2H])=O)C